(S)-tert-butyl 4-(2-((((9H-fluoren-9-yl) methoxy) carbonyl) amino)-2-phenylacetylamino)-3-fluorobenzoate C1=CC=CC=2C3=CC=CC=C3C(C12)COC(=O)N[C@H](C(=O)NC1=C(C=C(C(=O)OC(C)(C)C)C=C1)F)C1=CC=CC=C1